2-aminonicotinic acid benzyl ester C(C1=CC=CC=C1)OC(C1=C(N=CC=C1)N)=O